(2S,3R,4R)-1-acetyl-2-cyclopropyl-3-methyl-4-((4-(methylsulfonyl)phenyl)amino)-1,2,3,4-tetrahydroquinoline-6-carboxamide C(C)(=O)N1[C@H]([C@@H]([C@H](C2=CC(=CC=C12)C(=O)N)NC1=CC=C(C=C1)S(=O)(=O)C)C)C1CC1